4,4'-(1-methylethylidene)bis[2,6-bis(methoxymethyl)phenol] CC(C)(C1=CC(=C(C(=C1)COC)O)COC)C1=CC(=C(C(=C1)COC)O)COC